CC(C(C(C)O)C)O 1,2-dimethyl-1,3-butanediol